5-(1-methyl-1H-pyrazol-4-yl)-N2-phenyl-N4-(1,2,3,4-tetrahydroisoquinolin-7-yl)pyrimidine-2,4-diamine CN1N=CC(=C1)C=1C(=NC(=NC1)NC1=CC=CC=C1)NC1=CC=C2CCNCC2=C1